C(#N)CC(=O)NC1=CC=C(C=C1)C1=C2C(=NC=C1)NC=C2 4-(4-(2-cyanoacetamido)phenyl)-1H-pyrrolo[2,3-b]pyridin